C1=CC=C(C=C1)COCCOCCBr 2-(2-benzyloxy)ethoxy-1-bromoethane